COC(C(C(=O)O)(O)OC)(O)C(=O)O dimethoxytartaric acid